4-(azidomethyl)-6-[5-(3-isocyanobenzothiophen-2-yl)-1-methyl-pyrazol-4-yl]-1-methoxy-phthalazine N(=[N+]=[N-])CC1=NN=C(C2=CC=C(C=C12)C=1C=NN(C1C=1SC2=C(C1[N+]#[C-])C=CC=C2)C)OC